C(#N)C(C(=O)OC(CC)CC)=C 1-ethylpropyl cyanoacrylate